N-[4-[(6,7-dimethoxy-1,5-naphthyridin-4-yl)oxy]-3-fluorophenyl]-5-(5-fluoropyridin-2-yl)-4-methoxy-6-methylpyridazine-3-carboxamide COC=1N=C2C(=CC=NC2=CC1OC)OC1=C(C=C(C=C1)NC(=O)C=1N=NC(=C(C1OC)C1=NC=C(C=C1)F)C)F